O1C(C=CC2=C1C=CC=C2)C=2C=CC1=C(C=CCO1)C2 2,6'-bi-2H-1-benzopyran